BrC1=CC=C(C=C1)[C@H]1CO[C@@H](CN1C(=O)OC(C)(C)C)C1CC1 |r| rac-tert-butyl (2R,5S)-5-(4-bromophenyl)-2-cyclopropylmorpholine-4-carboxylate